C(#N)C=1C=C(C=CC1F)NC(C1=C(N=C(C=C1)C(F)F)N1CCC(CCC1)(F)F)=O N-(3-cyano-4-fluorophenyl)-2-(4,4-difluoroazepan-1-yl)-6-difluoromethyl-nicotinamide